C(C)O[Si](OCC)(OCC)C(CCCCC)[Si](OCC)(OCC)OCC di(triethoxysilyl)hexane